C(#N)C1=CC(=C(COC=2C=C(C=CC2)C2=C(C=C(C=C2)CC2=NC3=C(N2CC=2OC=CC2)C=CC=C3)C)C=C1)F 2-((3'-(4-Cyano-2-fluorobenzyloxy)-2-methylbiphenyl-4-yl)methyl)-1-(furan-2-ylmethyl)-1H-benzo[d]imidazol